4-chloro-N-[1-[6-(1-methylpyrazol-4-yl)pyrazolo[1,5-a]pyrazine-4-yl]-3-piperidyl]but-2-enamide ClCC=CC(=O)NC1CN(CCC1)C=1C=2N(C=C(N1)C=1C=NN(C1)C)N=CC2